bis(1,3-n-butylmethylcyclopentadienyl)zirconium dichloride CCCC[C-]1C=CC(=C1)C.CCCC[C-]1C=CC(=C1)C.[Cl-].[Cl-].[Zr+4]